C(C=C)(=O)N[Si](OC)(OC)OC acrylamido-trimethoxysilane